N3,N3-dimethyl-2'-(trifluoromethyl)-[1,1'-biphenyl]-3,4'-diamine CN(C=1C=C(C=CC1)C1=C(C=C(C=C1)N)C(F)(F)F)C